ClC1=CC=C(C=N1)N1C(NN=C1C1=NC2=CC=CC=C2C=C1)=S 4-(6-Chloropyridin-3-yl)-5-(quinolin-2-yl)-2,4-dihydro-3H-1,2,4-triazole-3-thione